COC1=CC=C(C=C1)CNCC1=CC(=NC=C1)N1CCOCC1 1-(4-methoxyphenyl)-N-[(2-morpholino-4-pyridinyl)methyl]methylamine